5-chloro-6-fluoroquinoline-2,4-diol ClC1=C2C(=CC(=NC2=CC=C1F)O)O